6-[[3-(2-methoxyphenylamino)propyl]amino]-1,3-dimethyl-uracil COC1=C(C=CC=C1)NCCCNC1=CC(N(C(N1C)=O)C)=O